C(C)(=O)NC1=CC=C(C=C1)NC(C1=C(N=CC(=C1)C1=CC=CC=C1)N)=O N-(4-acetamidophenyl)-2-amino-5-phenylnicotinamide